1-tertiary butyl-3-phenyl-di(2-pyridyl)-1-butanone C(C)(C)(C)C(C(C(C)C1=CC=CC=C1)(C1=NC=CC=C1)C1=NC=CC=C1)=O